2-{[4-({2-[(4-chloro-2-cyanophenoxy)methyl]pyridin-4-yl}oxy)piperidin-1-yl]methyl}-1-[(1,3-oxazol-5-yl)methyl]-1H-1,3-benzodiazole-6-carboxylic acid ClC1=CC(=C(OCC2=NC=CC(=C2)OC2CCN(CC2)CC2=NC3=C(N2CC2=CN=CO2)C=C(C=C3)C(=O)O)C=C1)C#N